(Z)-5-(4-hydroxy-2,5-dimethoxybenzylidene)-2-thioxo-1,3-thiazolidin-4-one OC1=CC(=C(\C=C/2\C(NC(S2)=S)=O)C=C1OC)OC